lead-bismuth-strontium-calcium-copper oxide [Cu]=O.[Ca].[Sr].[Bi].[Pb]